SC[C@H](CNC(OC(C)(C)C)=O)NC(OC(C)(C)C)=O (S)-di-tert-butyl (3-mercaptopropane-1,2-diyl)dicarbamate